NCC=1C=NC(=NC1)C1=C(C=C(C#N)C=C1)OC1=CC(=NC(=C1)C)N1C2CCC1CC2 4-[5-(aminomethyl)pyrimidin-2-yl]-3-[2-(7-azabicyclo[2.2.1]heptan-7-yl)-6-methylpyridin-4-yl]oxybenzonitrile